4-(((2'-((1-((6-bromo-2-(2,6-dioxopiperidin-3-yl)-1,3-dioxoisoindolin-5-yl)methyl)piperidin-4-yl)amino)-5'-chloro-[2,4'-bipyridin]-6-yl)amino)methyl)tetrahydro-2H-pyran-4-carbonitrile BrC1=C(C=C2C(N(C(C2=C1)=O)C1C(NC(CC1)=O)=O)=O)CN1CCC(CC1)NC1=NC=C(C(=C1)C1=NC(=CC=C1)NCC1(CCOCC1)C#N)Cl